NC=1N=C(SC1C(=O)C=1C=NC(=CC1)N(C)C)N(C1=CC=C(C=C1)F)C(C(=O)N)C (N-[4-amino-5-[6-(dimethylamino)pyridine-3-carbonyl]thiazol-2-yl]-4-fluoro-anilino)propanamide